Z-ethyl-farnesyl-acetone C(C)C(C(C)=O)C\C=C(\C)/CCC=C(C)CCC=C(C)C